NC1=CC=CC(=N1)NC(=O)C1CN(C1)C1=CC(=C2C(C(=CN(C2=N1)C1=NC=NS1)C(=O)O)=O)C 7-{3-[(6-aminopyridin-2-yl)carbamoyl]azetidin-1-yl}-5-methyl-4-oxo-1-(1,2,4-thiadiazol-5-yl)-1,4-dihydro-1,8-naphthyridine-3-carboxylic acid